COC1=CC=C(C=C1)CN1C(C(CCC1=O)N1C(N(C2=C1C=CC=C2N2[C@@H]1CN(C[C@H]2CC1)C(=O)OC(C)(C)C)C)=O)=O 3-Tert-butyl (1S,5R)-8-[1-[1-[(4-methoxyphenyl)methyl]-2,6-dioxo-3-piperidyl]-3-methyl-2-oxo-benzimidazol-4-yl]-3,8-diazabicyclo[3.2.1]octane-3-carboxylate